C(C)(C)(C)OC(NCCCC(CP(=O)(OC)OC)=O)=O (5-(Dimethoxyphosphoryl)-4-oxopentyl)carbamic acid tert-butyl ester